(S)-3-(5-(3-(1-(4-methyl-4H-1,2,4-triazol-3-ylthio)ethyl)phenyl)isoxazol-3-yl)benzonitrile CN1C(=NN=C1)S[C@@H](C)C=1C=C(C=CC1)C1=CC(=NO1)C=1C=C(C#N)C=CC1